FC=1C=C2C=C(C=NC2=C(C1)F)OCC1=CC=C(C=C1)OC 6,8-difluoro-3-[(4-methoxybenzyl)oxy]quinolin